3-(anthracene-1-yl)phenylboronic acid C1(=CC=CC2=CC3=CC=CC=C3C=C12)C=1C=C(C=CC1)B(O)O